BrC1=CC(=NC=C1)NC12N(CCC2C1)C(=O)[O-] ((4-bromopyridin-2-yl)amino)-2-azabicyclo[3.1.0]hexane-2-carboxylate